(E)-N2-[(2H-1,3-benzodioxol-5-yl)methylidene]-L-arginine O1COC2=C1C=CC(=C2)C=N[C@@H](CCCN\C(\N)=N\[H])C(=O)O